N1(CC(CCC1)C(=O)[O-])C(=O)OC methyl piperidine-1,3-dicarboxylate